NCCCNCCCCCCCCNCCCN 1,16-diamino-4,13-diazahexadecane